(R)-6-(2-hydroxypropoxy)-4-(6-(4-(pyridin-2-yloxy)piperidin-1-yl)pyridin-3-yl)pyrazolo[1,5-a]pyridine-3-carbonitrile O[C@@H](COC=1C=C(C=2N(C1)N=CC2C#N)C=2C=NC(=CC2)N2CCC(CC2)OC2=NC=CC=C2)C